CN1N=C(C2=C1C=1N(N=C2)C=C(C1)C=1C=NC=CC1)N 1-methyl-8-(pyridin-3-yl)-1H-pyrazolo[3,4-d]pyrrolo[1,2-b]pyridazin-3-amine